1-[4-(aminosulfonyl)phenyl]-1,6-dihydropyrazolo[3,4-e]indazole-3-carboxamide NS(=O)(=O)C1=CC=C(C=C1)N1N=C(C=2C1=C1C=NNC1=CC2)C(=O)N